P(=O)(OC[C@H]1O[C@@]([C@@H]([C@@H]1O)O)(C#N)C1=CC=C2C(=NC=NN21)N)(OC[C@@H](COCCCCCCCCCCCCCCCCCCCC)OCC2=CC=CC=C2)O ((2R,3S,4R,5R)-5-(4-aminopyrrolo[2,1-f][1,2,4]triazin-7-yl)-5-cyano-3,4-dihydroxytetrahydrofuran-2-yl)methyl ((R)-2-(benzyloxy)-3-(icosyloxy)propyl) hydrogen phosphate